tert-butyl 2-(1-((1-(3-(2,6-dioxopiperidin-3-yl)-2-oxo-2,3-dihydrobenzo[d]oxazol-6-yl)piperidin-4-yl)methyl)-4-hydroxypiperidin-4-yl)acetate O=C1NC(CCC1N1C(OC2=C1C=CC(=C2)N2CCC(CC2)CN2CCC(CC2)(O)CC(=O)OC(C)(C)C)=O)=O